FC=1C(=C(C=CC1OCC1=CC=C(C=C1)OC)C(C)=O)O 1-{3-fluoro-2-hydroxy-4-[(4-methoxyphenyl)methoxy]phenyl}ethan-1-one